C(C)(C)N1C(=NN=C1)C1=CC=CC(=N1)N1C(N(CC1)C=1C=C(C(=CC1OC)C)C1=CC=C(C=C1)S(=O)(=O)C)=O 1-(6-(4-isopropyl-4H-1,2,4-triazol-3-yl)pyridin-2-yl)-3-(4-methoxy-6-methyl-4'-(methylsulfonyl)-[1,1'-biphenyl]-3-yl)imidazolidin-2-one